C1(CCCC1)NC1=NC(=CC=C1N)C=1C=NC=NC1 N2-cyclopentyl-6-pyrimidin-5-yl-pyridine-2,3-diamine